O=C1NC(CCC1N1C(C2=CC=C(C=C2C1=O)N1CC2(CCC1)CCNCC2)=O)=O 2-(2,6-dioxopiperidin-3-yl)-5-(2,9-diazaspiro[5.5]undec-2-yl)isoindoline-1,3-dione